(S)-7-(4-acryloylpiperazin-1-yl)-3-((4-ethylpiperazin-1-yl)methyl)-10-(4-fluorophenyl)-9-(trifluoromethyl)-2,3-dihydro-5H-[1,4]thiazino[2,3,4-ij]quinazolin-5-one C(C=C)(=O)N1CCN(CC1)C1=NC(N2C3=C(C(=C(C=C13)C(F)(F)F)C1=CC=C(C=C1)F)SC[C@@H]2CN2CCN(CC2)CC)=O